N1=C(C=CC=C1)C=1C=NC(=CC1)CN1C=CC2=CC=CC(=C12)C(=O)O 1-([2,3'-bipyridin]-6'-ylmethyl)-1H-indole-7-carboxylic acid